5-fluoro-3-(2-nitroethenyl)-1H-indole FC=1C=C2C(=CNC2=CC1)C=C[N+](=O)[O-]